(S)-(6-methoxyquinolin-4-yl)((2R,4S,8R)-8-vinylquinuclidin-2-yl)methanol COC=1C=C2C(=CC=NC2=CC1)[C@H](O)[C@@H]1N2CC[C@@H](C1)[C@H](C2)C=C